[C@H]1([C@@H](O)[C@@H](O)[C@H](O)[C@H](O1)CO)N1N=NC(=C1)CN(C(OCC1=CC=CC=C1)=O)CC=1N=NN(C1)[C@@H]1[C@@H](O)[C@@H](O)[C@H](O)[C@H](O1)CO benzyl bis{[1-(α-D-mannopyranosyl)-1H-1,2,3-triazol-4-yl]methyl}carbamate